FC(C1=CC=C(N=N1)CN1C(=NC2=C1C(=CC=C2)F)C=2C(=NON2)N)F 4-(1-((6-(difluoromethyl)pyridazin-3-yl)methyl)-7-fluoro-benzoimidazol-2-yl)-1,2,5-oxadiazol-3-amine